C(C=C)N1N(C2=NC(=NC=C2C1=O)N)C1=CC=CC(=N1)OC1CCN(CC1)C(=O)OC(C)(C)C tert-butyl 4-((6-(2-allyl-6-amino-3-oxo-2,3-dihydro-1H-pyrazolo[3,4-d]pyrimidin-1-yl)pyridin-2-yl)oxy)piperidine-1-carboxylate